BrC=1C(=NC(=C(C1)CCC)C)C#N 3-bromo-6-methyl-5-propyl-pyridine-2-carbonitrile